2-((4-chloro-5-fluoro-2-(2-methoxy-7-methylquinoxalin-5-yl)benzo[d]Thiazol-6-yl)oxy)acetic acid methyl ester COC(COC1=CC2=C(N=C(S2)C2=C3N=CC(=NC3=CC(=C2)C)OC)C(=C1F)Cl)=O